C(=O)(OCC1C2=CC=CC=C2C2=CC=CC=C12)N[C@@](CCC1=CC=CC=C1)(C(=O)O)C Fmoc-α-methyl-L-homophenylalanine